C(C=C)(=O)NC=1C=CC(=C(C1)NC1=NC(=NC=C1C(=O)N(C1=CC=CC=C1)C)NC=1C=NN(C1)C)F 4-((5-acrylamido-2-fluorophenyl)amino)-N-methyl-2-((1-methyl-1H-pyrazol-4-yl)amino)-N-phenylpyrimidine-5-carboxamide